(R)-(4-(1H-pyrrolo[2,3-b]pyridin-4-yl)-3,4-dihydro-2H-1,4-thiazin-6-yl)(2-(aminomethyl)piperidin-1-yl)methanone hydrochloride Cl.N1C=CC=2C1=NC=CC2N2CCSC(=C2)C(=O)N2[C@H](CCCC2)CN